N-(2-cyclopropyl-2,2-difluoroethyl)-5-(2-methyl-1-(tetrahydro-2H-pyran-4-yl)-1H-imidazo[4,5-b]pyridin-6-yl)pyrrolo[2,1-f][1,2,4]triazin-2-amine C1(CC1)C(CNC1=NN2C(C=N1)=C(C=C2)C=2C=C1C(=NC2)N=C(N1C1CCOCC1)C)(F)F